2-chloro-2'-methoxy-1,1'-biphenyl ClC1=C(C=CC=C1)C1=C(C=CC=C1)OC